N-[(3S)-9-fluoro-2-oxo-5-phenyl-1,3-dihydro-1,4-benzodi-azepin-3-yl]-2-(1H-indazol-5-yl)imidazo-[1,2-b]pyridazine-3-carboxamide FC1=CC=CC=2C(=N[C@@H](C(NC21)=O)NC(=O)C2=C(N=C1N2N=CC=C1)C=1C=C2C=NNC2=CC1)C1=CC=CC=C1